5-fluoro-6-methoxy-1H-benzo[d]-imidazole FC1=CC2=C(NC=N2)C=C1OC